C(C1=CC=CC=C1)(C1=CC=CC=C1)=NC1C(N(C(C(C1)C1=C(C(=CC(=C1)F)F)F)C)CCCCCOCC#C)=O 3-(benzhydrylideneamino)-6-methyl-1-(5-prop-2-ynoxypentyl)-5-(2,3,5-trifluorophenyl)piperidin-2-one